BrC1=CC=CC(N1C(C)C1=CC(=CC=C1)C(F)(F)F)C 6-bromo-2-methyl-N-(1-(3-trifluoromethylphenyl)ethyl)pyridin